C(=O)C1=CC=C(C(=O)[N-][N+]2=CC=CC=C2)C=C1 (4-Formylbenzoyl)(pyridin-1-ium-1-yl)amide